C(C1=CC=CC=C1)OCC1=NN(C(=C1)C1=NN(C(=N1)C1=NC(=CC2=C1C=NN2C)C(=O)OC)C)CC methyl 4-(3-{3-[(benzyloxy)methyl]-1-ethyl-1H-pyrazol-5-yl}-1-methyl-1H-1,2,4-triazol-5-yl)-1-methyl-1H-pyrazolo[4,3-c]pyridine-6-carboxylate